1-bromo-n-butane BrCCCC